[Si](C)(C)(C(C)(C)C)OCC(CCC1=NC=NC(=C1N)C(C)C)(F)F 4-(4-((tert-butyldimethylsilyl)oxy)-3,3-difluorobutyl)-6-isopropylpyrimidin-5-amine